tert-butyl 2-[4-[[4-(4-hydroxy-4-methyl-1-piperidyl)-5-(trifluoromethyl)pyrimidin-2-yl]amino]-3-methyl-phenyl]sulfonyl-7-azaspiro[3.5]nonane-7-carboxylate OC1(CCN(CC1)C1=NC(=NC=C1C(F)(F)F)NC1=C(C=C(C=C1)S(=O)(=O)C1CC2(C1)CCN(CC2)C(=O)OC(C)(C)C)C)C